FC=1C=C2C=NN(C2=CC1C=1C=2C(=NN(C2C=CC1)CC(=O)NCC(=O)NCC(=O)O)C1CCN(CC1)C)C 2-(2-{2-[5'-fluoro-1'-methyl-3-(1-methylpiperidin-4-yl)-1H,1'H-[4,6'-biindazol]-1-yl]acetamido}acetamido)acetic acid